ClC1=C(C=CC=C1)N1C(N=C(C2=CC=C(C=C12)C1CC1)OC)=O 1-(2-Chlorophenyl)-7-cyclopropyl-4-methoxyquinazolin-2(1H)-one